FC=1C=C(C#N)C=CC1C(=O)N1CCC(CC1)C(F)(F)F 3-fluoro-4-[4-(trifluoromethyl)piperidine-1-carbonyl]benzonitrile